4-(2-propenoxy)phenylacetic acid C(C=C)OC1=CC=C(C=C1)CC(=O)O